tert-butyl-((2-(2,6-dioxopiperidin-3-yl)-1-oxoisoindolin-4-yl) oxy) dodecanoate C(CCCCCCCCCCC)(=O)OOC1=C2C(N(C(C2=CC=C1)=O)C1C(NC(CC1)=O)=O)C(C)(C)C